Cl.ClCC1=CN=C2C=C(C(NC2=C1)=O)CC 7-(chloromethyl)-3-ethyl-1H-1,5-naphthyridin-2-one HCl salt